C(NC(C1=CN=CC=C1NC1=NC=CC=2C3=C(CN(C12)C)N=CC=N3)=O)([2H])([2H])[2H] N-(methyl-d3)-4-((6-methyl-5,6-dihydropyrazino[2,3-c][1,7]naphthyridin-7-yl)amino)nicotinamide